6-acetyl-8-cyclopentyl-5-methyl-2-[[5-(4-oxo-1-piperidinyl)-2-pyridinyl]amino]pyrido[2,3-d]pyrimidin-7-one C(C)(=O)C1=C(C2=C(N=C(N=C2)NC2=NC=C(C=C2)N2CCC(CC2)=O)N(C1=O)C1CCCC1)C